OCC[NH3+] (2-hydroxyeth-1-yl)ammonium